ClC=1C=CC(=NC1C(F)(F)F)C(O)(C=1N(C=C(N1)I)COCC[Si](C)(C)C)C1=CC=C(C=C1)Cl (5-chloro-6-(trifluoromethyl)pyridin-2-yl)(4-chlorophenyl)(4-iodo-1-((2-(trimethylsilyl)ethoxy)methyl)-1H-imidazol-2-yl)methanol